F[C@@H]1[C@@H](CNC1)OC1=C(N(N=C1)C)C1=CC=2N(C=C1)N=C(C2)NC(=O)C2CC2 N-[5-[4-[(3R,4S)-4-fluoropyrrolidin-3-yl]oxy-2-methyl-pyrazol-3-yl]pyrazolo[1,5-a]pyridin-2-yl]cyclopropanecarboxamide